di-(3-methylbenzoyl) peroxide CC=1C=C(C(=O)OOC(C2=CC(=CC=C2)C)=O)C=CC1